NC1=C(C2=C(S1)CCC21CN(C1)C1=C2C(=NC(=N1)SC)NN=C2N)C#N 2-amino-1'-(3-amino-6-methylsulfanyl-1H-pyrazolo[3,4-d]pyrimidin-4-yl)spiro[5,6-dihydrocyclopenta[b]thiophene-4,3'-azetidine]-3-carbonitrile